2-((6-(2-Bromoethoxy)hex-2,4-diyn-1-yl)oxy)acetic acid ethyl ester C(C)OC(COCC#CC#CCOCCBr)=O